N-((1r,4r)-4-(3-Chloro-4-cyanophenoxy)cyclohexyl)-6-(4-((4-(4-(2,4-dioxotetrahydropyrimidin-1(2H)-yl)-1H-indazol-1-yl)piperidin-1-yl)methyl)piperidin-1-yl)pyridazine-3-carboxamide ClC=1C=C(OC2CCC(CC2)NC(=O)C=2N=NC(=CC2)N2CCC(CC2)CN2CCC(CC2)N2N=CC3=C(C=CC=C23)N2C(NC(CC2)=O)=O)C=CC1C#N